1-hexadecanoyl-2-(13Z,16Z-docosadienoyl)-glycero-3-phosphocholine CCCCCCCCCCCCCCCC(=O)OC[C@H](COP(=O)([O-])OCC[N+](C)(C)C)OC(=O)CCCCCCCCCCC/C=C\C/C=C\CCCCC